C(CCC)N1C(CC(CC1(C)C)N)(C)C n-butyl-2,2,6,6-tetramethylpiperidine-4-amine